C1(=CC=CC2=CC=CC=C12)C(=O)C(C(=O)N)CCCCCCCC(=O)N naphthaloyl-sebacamide